ClC1=C(C(=CC=C1)Cl)CC(=O)N1[C@H](C2=CC=CC(=C2C[C@@H]1CO)CCC(C)(C)O)C 2-(2,6-Dichlorophenyl)-1-[(1S,3R)-3-(hydroxymethyl)-5-(3-hydroxy-3-methyl-butyl)-1-methyl-3,4-dihydro-1H-isochinolin-2-yl]ethanon